rac-(4aR,8aS)-6-[4-[(4-Chlorophenyl)-(4-fluorophenyl)methyl]piperazine-1-carbonyl]-4,4a,5,7,8,8a-hexahydropyrido[4,3-b][1,4]oxazin-3-one ClC1=CC=C(C=C1)C(N1CCN(CC1)C(=O)N1C[C@@H]2[C@@H](OCC(N2)=O)CC1)C1=CC=C(C=C1)F |r|